4-(2-(difluoromethoxy)-6-fluorophenyl)-6-methylpyridine-3-carboxylic Acid FC(OC1=C(C(=CC=C1)F)C1=C(C=NC(=C1)C)C(=O)O)F